N-((2S,3S)-4,4-difluoro-3-hydroxy-3-methyl-1-oxo-1-((pivaloyloxy)amino)butan-2-yl)-4-((4-(morpholino-methyl)phenyl)-ethynyl)benzamide FC([C@@]([C@@H](C(NOC(C(C)(C)C)=O)=O)NC(C1=CC=C(C=C1)C#CC1=CC=C(C=C1)CN1CCOCC1)=O)(C)O)F